N-((1r,4r)-4-(difluoromethyl)cyclohexyl)-2-(1H-imidazol-1-yl)-6-(trifluoromethyl)pyrimidine-4-carboxamide FC(C1CCC(CC1)NC(=O)C1=NC(=NC(=C1)C(F)(F)F)N1C=NC=C1)F